C(C)(C)(C)OC(CC[C@@H](C(=O)N)N1C(C2=CC=C(C=C2C1)C[C@@H]1[C@H]([C@H](CCC1)O)NC(=O)OC(C)(C)C)=O)=O.N1=CCNCCNCC1 |o1:22,23,24| 1,4,7-triazacyclononaneN Tert-butyl-(S)-5-amino-4-(5-(((1R,2R,3S)-rel-2-((tert-butoxycarbonyl)amino)-3-hydroxycyclohexyl)methyl)-1-oxoisoindolin-2-yl)-5-oxopentanoate